4-(4-(difluoromethoxy)-3-fluorophenyl)-1H-imidazol FC(OC1=C(C=C(C=C1)C=1N=CNC1)F)F